C(C)C=1C(=CC2=C(N(C(N2)=O)[C@H]2CN(CCC2)CC(C)(C)C)C1)C=1C=C(C=2N(C1)N=CN2)OC (R)-6-Ethyl-5-(8-methoxy-[1,2,4]triazolo[1,5-a]pyridin-6-yl)-1-(1-neopentylpiperidin-3-yl)-1,3-dihydro-2H-benzo[d]imidazol-2-on